(R)-alpha-phenylethyl alcohol C1(=CC=CC=C1)[C@@H](C)O